4-phenyloxadiazole C1(=CC=CC=C1)C=1N=NOC1